NC=1C(=CC2=C(OC(O2)(F)F)C1)C(=O)OC Methyl 6-amino-2,2-difluorobenzo[d][1,3]dioxolane-5-carboxylate